tert-butyl (S)-2-[2-[(S)-3-methylmorpholine-4-carbonyl]-6-(3-methyl-1H-pyrrolo[2,3-b]pyridin-5-yl)-1,2,3,4-tetrahydroisoquinolin-8-yl]pyrrolidine-1-carboxylate C[C@@H]1N(CCOC1)C(=O)N1CC2=C(C=C(C=C2CC1)C=1C=C2C(=NC1)NC=C2C)[C@H]2N(CCC2)C(=O)OC(C)(C)C